NC1=CC=C(C=C1)C 4-amino-1-methylbenzene